FC(C1=CC(=NC=C1C1=NC(=NC(=N1)N1CCOCC1)N1CCSCC1)N)F 4-(difluoromethyl)-5-(4-morpholino-6-thiomorpholino-1,3,5-triazin-2-yl)pyridin-2-amine